5,8-bis(4-([2,2':6',2''-terpyridyl]-4'-yl)phenyl)-2,3-diphenylquinoxaline N1=C(C=CC=C1)C1=NC(=CC(=C1)C1=CC=C(C=C1)C1=C2N=C(C(=NC2=C(C=C1)C1=CC=C(C=C1)C1=CC(=NC(=C1)C1=NC=CC=C1)C1=NC=CC=C1)C1=CC=CC=C1)C1=CC=CC=C1)C1=NC=CC=C1